N-[2-[(2-aminoethyl)amino]ethyl]-1,4-piperazinediethylamine NCCNCCNCCN1CCN(CC1)CCN